C[C@@]1([C@H](C[C@H](C[C@@H]1[Se]C1=CC=CC=C1)C(=C)C)O)O (1S,2S,4R,6S)-1-methyl-6-(phenylseleno)-4-(prop-1-en-2-yl)cyclohexane-1,2-diol